ClC=1C=C2C=NC(N3C2=C(C1C1=CC=C(C=C1)F)SCC(C3)OC)=O 10-chloro-11-(4-fluorophenyl)-3-methoxy-3,4-dihydro-2H,6H-[1,4]thiazepino[2,3,4-ij]quinazolin-6-one